2-(2,4-dimethyl-3-cyclohexen-1-yl)-5-methyl-5-(1-methyl-propyl)-1,3-dioxane CC1C(CCC(=C1)C)C1OCC(CO1)(C(CC)C)C